dihexyl-propane butyl-(R)-2-(6-bromo-3-((1-(2'-fluoro-[1,1'-biphenyl]-4-yl)ethyl)amino)-2-oxopyrazin-1(2H)-yl)acetate C(CCC)OC(CN1C(C(=NC=C1Br)N[C@H](C)C1=CC=C(C=C1)C1=C(C=CC=C1)F)=O)=O.C(CCCCC)C(C)(C)CCCCCC